5-(cyclopropylmethylamino)-4-(methoxymethyl)-1,4-benzoxazin-3-one C1(CC1)CNC1=CC=CC2=C1N(C(CO2)=O)COC